dimethyl-pyrido[3,4-d]pyrimidin-4-one CC1=CN=CC=2N=C(NC(C21)=O)C